1-(4-(4-((3,4-dichloro-2-fluorophenyl)amino)quinazolin-6-yl)piperidin-1-yl)prop-2-en-1-one ClC=1C(=C(C=CC1Cl)NC1=NC=NC2=CC=C(C=C12)C1CCN(CC1)C(C=C)=O)F